NC=1N=C(NC1)C(=O)N1CCOCCC1 (4-amino-1H-imidazol-2-yl)(1,4-oxazepan-4-yl)methanone